GUANOSINE-MONOPHOSPHATE P(=O)(O)(O)OC[C@@H]1[C@H]([C@H]([C@@H](O1)N1C=NC=2C(=O)NC(N)=NC12)O)O